C(C)(C)(C)OC(=O)N1CCC(CC1)OC=1C(=NC=CC1)C(=O)O ((1-(tert-butoxycarbonyl)piperidin-4-yl)oxy)picolinic acid